(4,4-dimethyl-4,7-dihydro-5H-thieno[2,3-c]pyran-7-yl)methylamine CC1(C2=C(C(OC1)CN)SC=C2)C